O1C(OCC1)CCN1C(N(C(C=C1)=O)C(C1=CC=CC=C1)=O)=O 1-(2-(1,3-dioxolan-2-yl)ethyl)-3-benzoylpyrimidine-2,4(1H,3H)-dione